6-(8-(benzo[d]thiazol-2-ylcarbamoyl)-3,4-dihydroisoquinolin-2(1H)-yl)-2'-(cyclohexyloxy)-3,4'-bipyridine-2-carboxylic acid tert-butyl ester C(C)(C)(C)OC(=O)C1=NC(=CC=C1C1=CC(=NC=C1)OC1CCCCC1)N1CC2=C(C=CC=C2CC1)C(NC=1SC2=C(N1)C=CC=C2)=O